C(CCCCCCCCCCCCCCCCC)(=O)NCCCC[C@H](N)C(=O)O Nε-stearoyllysine